ClC1=C(C=CC=C1Cl)SC=1N=CC(=NC1N)NCC1CNCCC1 5-((2,3-dichlorophenyl)thio)-N2-(piperidin-3-ylmethyl)pyrazine-2,6-diamine